C(CCCCCCCCCCCCCCC)OC[C@@H](OCCCCCCCCCCCCCCCC)CO 1,2-dihexadecyl-sn-glycerol